heptamethyl-14-oxo-1,2,3,4a,5,6,7,8,9,10,11,12,12a,14a-tetradecahydropicene-4-carboxylic acid CC12C(C(C(C(C2C2C(C=C3C4CCCCC4CCC3=C2CC1)=O)(C)C)(C)C)(C)C)C(=O)O